2-[3-(6-Methyl-2-pyridyl)-1H-pyrazol-4-yl]-1,5-naphthyridine CC1=CC=CC(=N1)C1=NNC=C1C1=NC2=CC=CN=C2C=C1